hydroxy-lysine ON[C@@H](CCCCN)C(=O)O